pyrrolidine dithioformate C(=S)S.N1CCCC1